N'-hydroxy-2,6-dimethyl-benzamidine ON=C(C1=C(C=CC=C1C)C)N